ClC1=CC=C(C=C1)C1=N[C@H](C=2N(C3=C1C(=C(S3)C)C)C(=NN2)C)CC(=O)NC2=CC=C(OCCOCCOCCOCCOCCOCCOCCOCCOCC(=O)OC(C)(C)C)C=C2 tert-butyl (S)-26-(4-(2-(4-(4-chlorophenyl)-2,3,9-trimethyl-6H-thieno[3,2-f][1,2,4]triazolo[4,3-a][1,4]diazepin-6-yl)acetamido)phenoxy)-3,6,9,12,15,18,21,24-octaoxahexacosanoate